(2R,3S)-2-((2,6-dichloro-8-methyl-9H-purin-9-yl)methyl)tetrahydrofuran-3-ol ClC1=NC(=C2N=C(N(C2=N1)C[C@H]1OCC[C@@H]1O)C)Cl